5-(pyridin-3-yl)pyrimidin N1=CC(=CC=C1)C=1C=NC=NC1